2-amino-5-(4-chlorophenyl)thiazolo[5,4-c]pyridin-4(5H)-one NC=1SC=2C(N(C=CC2N1)C1=CC=C(C=C1)Cl)=O